(2S)-1-[3-Methyl-1-[4-(trifluoromethoxy)phenyl]cyclobutanecarbonyl]-N-[(1S)-1-(2-amino-2-oxo-ethyl)prop-2-ynyl]pyrrolidine-2-carboxamide CC1CC(C1)(C(=O)N1[C@@H](CCC1)C(=O)N[C@H](C#C)CC(=O)N)C1=CC=C(C=C1)OC(F)(F)F